N-(4-(N-acetyl-O-benzyl-D-seryl)aminophenyl)-α-cyano-3-(3-hydroxymethyl-4-hydroxyphenyl)acrylamide C(C)(=O)N[C@H](COCC1=CC=CC=C1)C(=O)NC1=CC=C(C=C1)NC(C(=CC1=CC(=C(C=C1)O)CO)C#N)=O